4-Bromo-6-(2,2-difluoroethoxy)pyrazolo[1,5-a]pyridine-3-carbonitrile BrC=1C=2N(C=C(C1)OCC(F)F)N=CC2C#N